NC1=C(C=C(C=C1C1=CC=C(C=C1)S(N)(=O)=O)/C=C/C(=O)OCCCCCCCCCC)C(N)=O decyl (E)-3-(6-amino-5-carbamoyl-4'-sulfamoyl-[1,1'-biphenyl]-3-yl)acrylate